2,6,10-trimethyl-5,9-undecadien-1-al CC(C=O)CCC=C(CCC=C(C)C)C